3-(ethylthio)pyridine-2-carbonitrile C(C)SC=1C(=NC=CC1)C#N